OCCOC1=C(C=C(C=C1)C1(C2=CC=CC=C2C=2C=CC=CC12)C1=CC(=C(C=C1)OCCO)C(C)(C)C)C(C)(C)C 9,9-bis[4-(2-hydroxyethoxy)-3-tert-butylphenyl]fluorene